C1=CC=CC=2C3=CC=CC=C3C(C12)COC(=O)N1CCC(CC1)C#CC#CCNC(=O)OC(C)(C)C 4-{5-[(tert-butoxycarbonyl)amino]penta-1,3-diyn-1-yl}piperidine-1-carboxylic acid 9H-fluoren-9-ylmethyl ester